1-(1-(tert-butoxycarbonyl)azetidin-3-yl)-2-carbonylpyrrolidine-3-carboxylic acid C(C)(C)(C)OC(=O)N1CC(C1)N1C(C(CC1)C(=O)O)=C=O